ONC(=O)C1=NOC(=C1)CCNC(CC1=CC=CC=C1)=O N-hydroxy-5-(2-(2-phenylacetamido)ethyl)isoxazole-3-carboxamide